6,7-DIHYDRO-4H-PYRAZOLO[5,1-C][1,4]OXAZINE-2-CARBALDEHYDE N1=C(C=C2COCCN21)C=O